N[C@@H]1[C@H]([C@@H](O)O[C@@H]([C@H]1O)CO)O 3-amino-3-deoxy-alpha-D-glucose